(4S)-4-hydroxy-3-[4-(7-methoxyquinazolin-4-yl)oxycyclohexyl]-1-[5-(trifluoromethyl)-3-pyridyl]imidazolidin-2-one O[C@@H]1N(C(N(C1)C=1C=NC=C(C1)C(F)(F)F)=O)C1CCC(CC1)OC1=NC=NC2=CC(=CC=C12)OC